4-(6-(2-(3-methylbenzylidene)hydrazinyl)-9-(pyridin-2-ylmethyl)-9H-purin-2-yl)morpholine CC=1C=C(C=NNC2=C3N=CN(C3=NC(=N2)N2CCOCC2)CC2=NC=CC=C2)C=CC1